4-((2'S,3S,4'S,5'R)-1-(4-carbamoylbenzyl)-6-chloro-4'-(3-chloro-2-fluorophenyl)-2'-Neopentylspiro[indoline-3,3'-pyrrolidine]-5'-carboxamido)-3-methoxybenzoic acid C(N)(=O)C1=CC=C(CN2C[C@@]3([C@@H](N[C@H]([C@@H]3C3=C(C(=CC=C3)Cl)F)C(=O)NC3=C(C=C(C(=O)O)C=C3)OC)CC(C)(C)C)C3=CC=C(C=C23)Cl)C=C1